(2S)-2-[4-bromo-2-(4-butoxy-4,5-dihydroisoxazol-3-yl)phenoxy]propionic acid methyl ester COC([C@H](C)OC1=C(C=C(C=C1)Br)C1=NOCC1OCCCC)=O